[Cu+].C(CCCCCCCCCCCCCCCCCCC)N[SiH3] cosylaminosilane copper (I)